BrC=1C=C(C=C2C(C=C(OC12)N1CCC2(CN(C(O2)=O)C)CC1)=O)C 8-(8-bromo-6-methyl-4-oxo-chromen-2-yl)-3-methyl-1-oxa-3,8-diazaspiro[4.5]decan-2-one